tri-aminooctane NC(CCCCCCC)(N)N